[Br-].C(C1=CC=CC=C1)[N+](CCCCCC(=O)NCCC[Si](O[Si](C)(C)C)(O[Si](C)(C)C)O[Si](C)(C)C)(C)C N-benzyl-6-((3-(1,1,1,5,5,5-hexamethyl-3-((trimethylsilyl)oxy)trisiloxane-3-yl)propyl)amino)-N,N-dimethyl-6-oxohexan-1-aminium bromide